4-(3-bromophenyl)-1-methyl-1H-pyrazole BrC=1C=C(C=CC1)C=1C=NN(C1)C